5,7-dichloro-6-(2-chloroethoxy)-1-(1-tosyl-1H-pyrazolo[3,4-c]pyridin-5-yl)-1,2,3,4-tetrahydroquinoline ClC1=C2CCCN(C2=CC(=C1OCCCl)Cl)C=1C=C2C(=CN1)N(N=C2)S(=O)(=O)C2=CC=C(C)C=C2